FC=1C=C2C[C@H](N(CC2=CC1O)C(=O)OC(C)(C)C)C(=O)OC 2-(tert-butyl) 3-methyl (S)-6-fluoro-7-hydroxy-3,4-dihydroisoquinoline-2,3(1H)-dicarboxylate